4,4'-oxybis(cyclohexane-1-carboxylic acid) O(C1CCC(CC1)C(=O)O)C1CCC(CC1)C(=O)O